(E)-3-(4-hydroxy-3-methoxyphenyl)-N-(p-methoxyphenyl)acrylamide Dibenzyl-(4-((5-methoxy-4-oxo-3,4-dihydropyrido[3,4-d]pyridazin-7-yl)methyl)phenyl)phosphonate C(C1=CC=CC=C1)OP(OCC1=CC=CC=C1)(=O)C1=CC=C(C=C1)CC1=CC2=C(C(NN=C2)=O)C(=N1)OC.OC1=C(C=C(C=C1)/C=C/C(=O)NC1=CC=C(C=C1)OC)OC